(S)-3-methyl-1-(1-propylpyrrolidin-3-yl)-3,4,6,7,8,9-hexahydro-5H-pyrazolo[3,4-c]isoquinolin-5-one CN1N=C(C2=C1NC(C=1CCCCC21)=O)[C@@H]2CN(CC2)CCC